oxalic acid monoisotridecyl ester C(CCCCCCCCCC(C)C)OC(C(=O)O)=O